Cl.Cl.ClC1=CN=CC2=CC=C(C=C12)NC(=O)[C@H]1[C@@H](C1)C1=CC=C(C=C1)S(NC[C@H]1CNCCC1)(=O)=O |o1:16,17,28| (rel)-(1R,2R)-N-(4-chloroisoquinolin-6-yl)-2-(4-(N-(((R)-piperidin-3-yl)methyl)sulfamoyl)phenyl)cyclopropane-1-carboxamide dihydrochloride